Natrium (S)-3-(5-(2,5-Difluorophenyl)thiophen-2-yl)-3-(3-(1-methyl-4-oxido-2-oxo-1,2-dihydropyridin-3-yl)ureido)propanoat FC1=C(C=C(C=C1)F)C1=CC=C(S1)[C@H](CC(=O)[O-])NC(=O)NC=1C(N(C=CC1[O-])C)=O.[Na+].[Na+]